1-(1-(2,6-dioxopiperidin-3-yl)-3-isopropyl-2-oxo-2,3-dihydro-1H-benzo[d]imidazol-5-yl)piperidine-4-carbaldehyde O=C1NC(CCC1N1C(N(C2=C1C=CC(=C2)N2CCC(CC2)C=O)C(C)C)=O)=O